methyl 2-methyl-4-(6-methyl-5-nitropyridin-2-yl)pyrazole-3-carboxylate CN1N=CC(=C1C(=O)OC)C1=NC(=C(C=C1)[N+](=O)[O-])C